2-isopropyl-phenyl-boronic acid C(C)(C)C1=C(C=CC=C1)B(O)O